2-((17-azido-3,6,9,12,15-pentaoxaheptadecyl)sulfinyl)phenol N(=[N+]=[N-])CCOCCOCCOCCOCCOCCS(=O)C1=C(C=CC=C1)O